ClC1=NC=C(C(=C1C#N)Cl)C=O 2,4-dichloro-5-formyl-pyridine-3-carbonitrile